C1(CC1)C(=O)NC1=NC=C(C(=O)NC([2H])([2H])[2H])C(=C1)NC1=NN(C2=CC=C(C(=C12)OC)C(C(F)(F)F)C)C 6-(Cyclopropanecarboxamido)-4-((4-methoxy-1-methyl-5-(1,1,1-trifluoropropan-2-yl)-1H-indazol-3-yl)amino)-N-(methyl-d3)nicotinamide